3,4-dichloro-5-(trifluoromethoxy)benzoic acid ClC=1C=C(C(=O)O)C=C(C1Cl)OC(F)(F)F